8-acetamido-N-(4-fluoro-3-methoxy-phenyl)-N-methyl-imidazo[1,2-a]pyridine-6-carboxamide C(C)(=O)NC=1C=2N(C=C(C1)C(=O)N(C)C1=CC(=C(C=C1)F)OC)C=CN2